CC1=C(N)C=C(C=C1)N1N=C(C=2C1=NC=CC2)C2=CC=C(C=C2)C(F)(F)F 2-methyl-5-(3-(4-(trifluoromethyl)phenyl)-1H-pyrazolo[3,4-b]pyridin-1-yl)aniline